N[C@@H](CC)C=1N=C(SC1)C(=O)C1=CNC2=CN=CC=C21 (S)-(4-(1-aminopropyl)thiazol-2-yl)(1H-pyrrolo[2,3-c]pyridin-3-yl)methanone